N-methyl-1,4-butanediamine CNCCCCN